O1CC(C1)N1C=C(C2=CC=CC=C12)C1=NC=NC=C1C#N 4-(1-(oxetan-3-yl)-1H-indol-3-yl)pyrimidine-5-carbonitrile